N[C@H](CC=1SC2=C(SN=C2C1C)NCC1=CC=CS1)C#CC 7-[(R)-2-amino-3-pentynyl]-8-methyl-4-thenylamino-3,6-dithia-2-azabicyclo[3.3.0]octa-1,4,7-triene